BrC1=C(N=CN1)O 5-bromo-4-hydroxyimidazole